[(2S,3S)-3-(hydroxymethyl)-5-oxopyrrolidin-2-yl]-N-{2-[(tert-butoxy)carbonylamino]-3-chlorophenyl}-N-methylformamide OC[C@@H]1[C@H](NC(C1)=O)C(=O)N(C)C1=C(C(=CC=C1)Cl)NC(=O)OC(C)(C)C